6-(2-((4,4-dimethylcyclohexyl)amino)-6-fluoro-4-methoxypyrrolo[2,1-f][1,2,4]triazin-5-yl)-N-methylimidazo[1,2-a]pyridine-3-carboxamide CC1(CCC(CC1)NC1=NN2C(C(=N1)OC)=C(C(=C2)F)C=2C=CC=1N(C2)C(=CN1)C(=O)NC)C